The molecule is a non-proteinogenic L-alpha-amino acid that is L-phenylalanine in which one of the benzyl hydrogens is replaced by a methyl group (the 3S-stereoisomer). It derives from a L-phenylalanine. It is a tautomer of a (2S,3S)-beta-methylphenylalanine zwitterion. C[C@@H](C1=CC=CC=C1)[C@@H](C(=O)O)N